C(C)(C)(C)OC(=O)NC=1C=C(C=CC1)B(O)O (3-((t-butoxycarbonyl)amino)phenyl)boronic acid